tert-Butyl 4-[4-[3-cyano-4-[1-(5-methyl-3-pyridyl)ethoxy] pyrazolo[1,5-a]pyridin-6-yl]-5-methyl-triazol-1-yl]piperidine-1-carboxylate C(#N)C=1C=NN2C1C(=CC(=C2)C=2N=NN(C2C)C2CCN(CC2)C(=O)OC(C)(C)C)OC(C)C=2C=NC=C(C2)C